N1=CC(=CC=C1)C1=CC=2C=NC(=CC2N1)NC1CCOCC1 2-(pyridin-3-yl)-N-(tetrahydro-2H-pyran-4-yl)-1H-pyrrolo[3,2-c]pyridin-6-amine